O=C1N(C(C2=C3C(C=CC=C13)=CC=C2)=O)CCCC(=O)NO 4-(1,3-dioxo-1H,3H-benzo[de]isoquinolin-2-yl)-N-hydroxybutanamide